1-{1-[6-chloro-8-fluoro-7-(2-fluorophenyl)quinazolin-4-yl]piperidin-4-yl}-3-(2-chloroethyl)urea ClC=1C=C2C(=NC=NC2=C(C1C1=C(C=CC=C1)F)F)N1CCC(CC1)NC(=O)NCCCl